NC1=C2C=3C(=C4C(=NC3C=C1)C1=CC3=C(C(N1C4)=O)COC([C@]3(O)CC)=O)CCC2 (S)-4-amino-9-ethyl-9-hydroxy-1,2,3,9,12,15-hexahydro-10h,13h-benzo[de]pyrano[3',4':6,7]indolizino[1,2-b]quinoline-10,13-dione